C1(CC1)C=1N(C(=NN1)CCCNC(=O)NC1C(CCCC1)C)CC 1-(3-(5-cyclopropyl-4-ethyl-4H-1,2,4-triazol-3-yl)propyl)-3-(2-methylcyclohexyl)urea